(R)-1-(2-chlorobenzyl)piperidin-3-amine ClC1=C(CN2C[C@@H](CCC2)N)C=CC=C1